COC1=CC=C2C(=N1)NC(=C2)C(=O)NC2CC[Si]1(CC2)CCCCC1 6-methoxy-N-(6-silaspiro[5.5]undecan-3-yl)-1H-pyrrolo[2,3-b]pyridine-2-carboxamide